[N+](=O)(OCCCCCCCCCCO)[O-] 10-hydroxydecyl nitrate